[Mg+2].OC(CC(=O)[O-])C.OC(CC(=O)[O-])C beta-hydroxybutyrate magnesium salt